C(C)(C)(C)OC(=O)N1CC2=CC=CC=C2C[C@H]1[C@@H](COS(=O)(=O)CC1=CC=CC=C1)O (S)-3-((S)-1-hydroxy-2-(toluenesulfonyloxy)ethyl)-3,4-dihydroisoquinoline-2(1H)-carboxylic acid tert-butyl ester